2,3-dimethyl-5-(5-(trifluoromethyl)-4-((2-(trimethylsilyl)ethoxy)methyl)-4H-1,2,4-triazol-3-yl)pyridine CC1=NC=C(C=C1C)C1=NN=C(N1COCC[Si](C)(C)C)C(F)(F)F